CC1(C(N(C(N1CC1=CC=NC2=C1OC[C@H](N2)C)=O)C2=CC=C(C=C2)C2(CC2)C(F)(F)F)=O)C (R)-5,5-dimethyl-1-((3-methyl-3,4-dihydro-2H-pyrido[3,2-b][1,4]oxazin-8-yl)methyl)-3-(4-(1-(trifluoromethyl)cyclopropyl)phenyl)imidazolidine-2,4-dione